N[C@H](CC(=O)O)C1=C(C(=NC=C1)NC1=C(C(=CC=C1)C1=NC=CC(=C1Cl)C1=NC(=C(C=C1)CNC[C@@H]1NC(CC1)=O)OC)Cl)F (R)-3-amino-3-(2-((2-chloro-3-(3'-chloro-6-methoxy-5-(((((R)-5-oxopyrrolidin-2-yl)methyl)amino)methyl)-[2,4'-bipyridin]-2'-yl)phenyl)amino)-3-fluoropyridin-4-yl)propanoic acid